C[C@@H]1CC[C@@H](C(C1)=O)C(C)C |r| (2RS,5RS)-5-METHYL-2-(2-PROPANYL)CYCLOHEXANONE